1-[(2S)-2-[[4-[2-[(2,6-dimethylpyrimidin-4-yl)amino]pyrazolo[1,5-a]pyridin-5-yl]-6-methyl-3-pyridyl]oxymethyl]morpholin-4-yl]ethanone CC1=NC(=CC(=N1)NC1=NN2C(C=C(C=C2)C2=C(C=NC(=C2)C)OC[C@@H]2CN(CCO2)C(C)=O)=C1)C